2,4-dichloro-6-(2,3-dichlorobenzyl)-5,6-dihydro-7H-pyrrolo[3,4-d]Pyrimidin-7-one ClC=1N=C(C2=C(N1)C(N(C2)CC2=C(C(=CC=C2)Cl)Cl)=O)Cl